4-chloro-N-methyl-2-(1-phenylethenyl)aniline ClC1=CC(=C(NC)C=C1)C(=C)C1=CC=CC=C1